C[C@@H]1CCOCCCN2N=CC(C3=NNC=4C=NC(O1)=CC34)=C2 (12R)-12-methyl-9,13-dioxa-4,5,15,18,19-pentaazatetracyclo[12.5.2.12,5.017,20]docosa-1(19),2(22),3,14(21),15,17(20)-hexaene